5-fluoro-2-(((SR,4S)-4-((4-(trifluoromethyl)benzyl)oxy)pyrrolidin-3-yl)oxy)pyrimidine FC=1C=NC(=NC1)O[C@H]1CNC[C@@H]1OCC1=CC=C(C=C1)C(F)(F)F |&1:8|